C(C1=CC=CC=C1)(=O)O[C@@H]1[C@@H](OCC1)C(=O)N1CCC(CC1)[C@@H](N[S@@](=O)C(C)(C)C)C1=C(C=C(C(=C1)Cl)C)OCC=C (2R,3S)-2-[4-[(R)-[5-chloro-4-methyl-2-(prop-2-en-1-yloxy)phenyl]([[(S)-2-methylpropane-2-sulfinyl]amino])methyl]piperidine-1-carbonyl]oxolan-3-yl benzoate